C(C1=CC=CC=C1)OC=1C(=C(C=C(C1F)C(F)(F)F)C1=NN(C2=C1C=NC(=C2)Cl)C)F 3-(3-(Benzyloxy)-2,4-difluoro-5-(trifluoromethyl)phenyl)-6-chloro-1-methyl-1H-pyrazolo[4,3-c]pyridine